O1N=C(C=C1)C1=CC=CC=C1 isoxazolyl-benzene